(2R,3R,4R,SR)-4-[[3-[2-methoxy-6-(trifluoromethyl)-3-pyridyl]-4,5-dimethyl-5-(trifluoromethyl)tetrahydrofuran-2-carbonyl]amino]pyridine-2-carboxamide COC1=NC(=CC=C1[C@@H]1[C@@H](O[C@@]([C@@H]1C)(C(F)(F)F)C)C(=O)NC1=CC(=NC=C1)C(=O)N)C(F)(F)F |&1:11|